4-(3-chloro-2-fluorophenyl)-7-((1,4-dimethylpiperidin-4-yl)ethynyl)quinazoline-4,6-diamine ClC=1C(=C(C=CC1)C1(NC=NC2=CC(=C(C=C12)N)C#CC1(CCN(CC1)C)C)N)F